OC1(C2=NN=C(C3=C(C=C(C(N4C(COC[C@H]4CCCCC1)=O)=N3)C(F)(F)F)NC(OC(C)(C)C)=O)O2)C(F)(F)F tert-butyl N-[(12R)-6-hydroxy-16-oxo-6,19-bis(trifluoromethyl)-14,23-dioxa-3,4,17,22-tetraazatetracyclo[16.3.1.12,5.012,17]tricosa-1(21),2,4,18(22),19-pentaen-21-yl]carbamate